ethyl (E)-1,3,4-oxadiazole-2-carboxylate O1C(=NN=C1)C(=O)OCC